[5-{[2-(4-Isopropylphenyl)imidazo[1,2-a]pyridin-3-yl]methyl}hexahydropyrrolo[3,4-c]pyrrol-2(1H)-yl](3-methoxyphenyl)methanone C(C)(C)C1=CC=C(C=C1)C=1N=C2N(C=CC=C2)C1CN1CC2C(C1)CN(C2)C(=O)C2=CC(=CC=C2)OC